ClC1=NC=C(C(=C1)C1=C(C=NC(=C1)C)C(=O)NC=1SC2=C(C=NC(=C2C)C2=C(N=NN2C)C)N1)OC 2'-chloro-N-(6-(1,4-dimethyl-1H-1,2,3-triazol-5-yl)-7-methylthiazolo[4,5-c]pyridin-2-yl)-5'-methoxy-6-methyl-[4,4'-bipyridine]-3-carboxamide